FC1=CC(=C(C=C1C(=O)OC)NCCC(=O)O)C 3-((4-fluoro-5-(methoxycarbonyl)-2-methylphenyl)amino)propanoic acid